Cl.O1CCNCC(C1)=O [1,4]Oxazepan-6-one hydrochloride